S1CCC2=NC=CC=C21 DIHYDROTHIENO[3,2-b]PYRIDINE